FC=1C=2N(C=C(C1)C=1SC(=C(N1)C(NC1CCN(CC1)C)=O)NC(OC(C)(C)C)=O)C=C(N2)C tert-butyl (2-(8-fluoro-2-methylimidazo[1,2-a]pyridin-6-yl)-4-((1-methylpiperidin-4-yl)carbamoyl)thiazol-5-yl)carbamate